(R)-(6-(7-methyl-5H-pyrrolo[2,3-b]pyrazin-2-yl)-8-(morpholin-3-yl)-3,4-dihydroisoquinolin-2(1H)-yl)(morpholinyl)methanone CC1=CNC2=NC=C(N=C21)C=2C=C1CCN(CC1=C(C2)[C@H]2NCCOC2)C(=O)N2CCOCC2